C(=O)(OC(C)(C)C)N1[C@H](CCCC1)C(=O)O |r| (+-)-N-Boc-piperidine-2-carboxylic acid